(bis(4-(trifluoromethyl)phenyl)phosphino)-9H-carbazole-9-carboxamide FC(C1=CC=C(C=C1)P(C1=CC=C(C=C1)C(F)(F)F)C1=CC=CC=2C3=CC=CC=C3N(C12)C(=O)N)(F)F